4-((3-benzoyl-5-(naphthalen-2-ylmethylene)-4-oxothiazolidin-2-ylidene)amino)benzoic acid C(C1=CC=CC=C1)(=O)N1C(SC(C1=O)=CC1=CC2=CC=CC=C2C=C1)=NC1=CC=C(C(=O)O)C=C1